S(=O)(=O)(O)CCCCN(C)CCCCCCCCCCCCCCCC 3-sulfopropyl-hexadecyl-dimethyl-amine